(4-bromophenyl)acethydrazide BrC1=CC=C(C=C1)CC(=O)NN